[Si](C1=CC=CC=C1)(C1=CC=CC=C1)(C(C)(C)C)OCC1CCC(CC1)C=O 4-[[tert-Butyl(diphenyl)silyl]oxymethyl]cyclohexanecarbaldehyde